4-[cyclopropyl-[4-(5,6,7,8-tetrahydro-1,8-naphthyridin-2-yl)butyl]amino]-2-[[3-(3,5-dimethylpyrazol-1-yl)benzoyl]amino]butanoic acid C1(CC1)N(CCC(C(=O)O)NC(C1=CC(=CC=C1)N1N=C(C=C1C)C)=O)CCCCC1=NC=2NCCCC2C=C1